4-(isothiazol-5-yl)-6-(4-(methoxycarbonyl)phenyl)-3,6-dihydropyridine-1(2H)-carboxylic acid benzyl ester C(C1=CC=CC=C1)OC(=O)N1CCC(=CC1C1=CC=C(C=C1)C(=O)OC)C1=CC=NS1